CC(=C[SiH2]C=C[SiH2]C=C(C)C)C 1,2-bis(dimethylvinylsilyl)ethaneN